3-(5-(1-(4-(chloromethyl)benzyl)-4-fluoropiperidin-4-yl)-1-oxoisoindolin-2-yl)piperidine-2,6-dione ClCC1=CC=C(CN2CCC(CC2)(F)C=2C=C3CN(C(C3=CC2)=O)C2C(NC(CC2)=O)=O)C=C1